2-methoxy-6-(1-methylhydrazino)pyridine COC1=NC(=CC=C1)N(N)C